FC1([C@H](CN(C1)CC1(CC1)C(F)(F)F)C1CC12N(CCC(C2)C(=O)N)C(=O)C2=NNC(=C2)C2=CC(=NC=C2F)OC)F ((S)-4,4-difluoro-1-((1-(trifluoromethyl)cyclopropyl)methyl)pyrrolidin-3-yl)-4-(5-(5-fluoro-2-methoxypyridin-4-yl)-1H-pyrazole-3-carbonyl)-4-azaspiro[2.5]octane-7-carboxamide